6-(1H-1,2,3-triazol-5-yl)-3-azabicyclo[3.1.0]hexane hydrochloride Cl.N1N=NC=C1C1C2CNCC12